4-[(3-fluoro-2-pyridyl)sulfanyl]-6-[5-methyl-1-[(1S)-1-(4-piperidyl)ethyl]pyrazol-4-yl]pyrazolo[1,5-a]pyridine-3-carbonitrile FC=1C(=NC=CC1)SC=1C=2N(C=C(C1)C=1C=NN(C1C)[C@@H](C)C1CCNCC1)N=CC2C#N